[C@H]12CN(C[C@H](CC1)N2)C2=NC(=NC1=CC(=CC=C21)C=2C(=C(C=CC2F)O)F)OC[C@H]2N(CCC2)C 3-(4-((1R,5S)-3,8-diazabicyclo[3.2.1]octan-3-yl)-2-(((S)-1-methylpyrrolidin-2-yl)methoxy)quinazolin-7-yl)-2,4-difluorophenol